5,5',5''-(1,3,5-triazine-2,4,6-triyl)tris(azanediyl)triisophthalate N1=C(N=C(N=C1NC=1C=C(C=C(C(=O)[O-])C1)C(=O)[O-])NC=1C=C(C=C(C(=O)[O-])C1)C(=O)[O-])NC=1C=C(C=C(C(=O)[O-])C1)C(=O)[O-]